(R)-1-Boc-2-benzylpiperazine C(=O)(OC(C)(C)C)N1[C@@H](CNCC1)CC1=CC=CC=C1